C(C1=CC=CC=C1)OC(=O)N[C@@H]1[C@H](CN(CC1)C(=O)OC(C)(C)C)C(=O)OCC 1-(tert-butyl) 3-ethyl (3S,4S)-4-(((benzyloxy)carbonyl)amino)piperidine-1,3-dicarboxylate